COC1=CC=CC(=N1)C(CNC)=O 1-(6-Methoxypyridin-2-yl)-2-(methylamino)ethan-1-one